ClC1=CC=C(C(=N1)C(=NO)N)O[C@H](C)C=1C=C(C=C2C(C(=C(OC12)C1=CC=CC=C1)C)=O)C 6-Chloro-3-[(1R)-1-(3,6-dimethyl-4-oxo-2-phenyl-chromen-8-yl)ethoxy]-N'-hydroxy-pyridine-2-carboxamidine